COCCOCCOC1=C(C=CC=C1)C1(C2C(NC(C2=C(C=C1)C)=O)=O)C 4-(2-(2-(2-methoxyethoxy)ethoxy)phenyl)-4,7-dimethyl-1H-isoindole-1,3(2H)-dione